BrC=1C=CC(=C(C#N)C1)NC 5-bromo-2-(methylamino)benzonitrile